10-(3-chloro-4-fluorophenyl)-4,5,6,7,9,10-hexahydro-8H-2,14-ethenopyrido[3,4-d][1,3,6,9]oxatriazacyclododecin-8-one ClC=1C=C(C=CC1F)N1C2=C3N=C(OCCCNC(C1)=O)C=CC3=NC=C2